3-((S)-8-(4'-((propylamino)methyl)biphenyl-3-ylsulfonyl)-1-oxa-8-azaspiro[4.5]decan-3-ylamino)propan-2-ol C(CC)NCC1=CC=C(C=C1)C1=CC(=CC=C1)S(=O)(=O)N1CCC2(C[C@@H](CO2)NCC(C)O)CC1